ClC1=C(C(=C(C#N)C(=C1)OC1CC1)C1=C(C=NN1C)B1OC(C(O1)(C)C)(C)C)F 4-chloro-6-cyclopropaneOxy-3-fluoro-2-(1-methyl-4-(4,4,5,5-tetramethyl-1,3,2-dioxaborolan-2-yl)-1H-pyrazol-5-yl)benzonitrile